N-[5-(difluoromethoxy)-4,6-dimethoxy-pyrimidin-2-yl]-5-phenyl-1H-pyrrole-3-sulfonamide FC(OC=1C(=NC(=NC1OC)NS(=O)(=O)C1=CNC(=C1)C1=CC=CC=C1)OC)F